C(C)(C)(C)OC(=O)N1C=C(C=2C1=NC=CC2)C=2CNC[C@@H](C2)C (R)-3-(5-methyl-1,2,5,6-tetrahydropyridin-3-yl)-1H-pyrrolo[2,3-b]Pyridine-1-carboxylic acid tert-butyl ester